6-(tert-butyl)-11-hydroxy-2-oxo-6,7,11,12-tetrahydro-2H,10H-[1,4]dioxepino[2,3-g]pyrido[2,1-a]isoquinoline-3-carboxylic acid C(C)(C)(C)C1N2C(C3=CC4=C(C=C3C1)OCC(CO4)O)=CC(C(=C2)C(=O)O)=O